methyl-pyridine-2,3-dicarboxamide CC1=C(C(=NC=C1)C(=O)N)C(=O)N